Cl.NC/C(/CN1N=CN(C1=O)C1=CC(=C(C=C1)Br)C)=C\F 2-[(2E)-2-(aminomethyl)-3-fluoroprop-2-en-1-yl]-4-(4-bromo-3-methylphenyl)-2,4-dihydro-3H-1,2,4-triazol-3-one hydrochloride